3-(1-methanesulfonylcyclopropyl)-1,2,4-oxadiazole-5-carboxylic acid ethyl ester C(C)OC(=O)C1=NC(=NO1)C1(CC1)S(=O)(=O)C